2-(2,6-Diisopropylphenyl)-7-(dimethylamino)imidazo[1,5-a]pyridin-2-ium chloride [Cl-].C(C)(C)C1=C(C(=CC=C1)C(C)C)[N+]1=CN2C(C=C(C=C2)N(C)C)=C1